ClC=1C(=C(C=NS(=O)C(C)(C)C)C=C(C1)F)COC1=CC=C(C=C1)OC N-(3-chloro-5-fluoro-2-((4-methoxyphenoxy)methyl)benzylidene)-2-methylpropane-2-sulfinamide